2-[2-methoxy-4-(1-tetrahydropyran-2-ylpyrazol-4-yl)phenyl]-5H-pyrrolo[2,3-b]pyrazine COC1=C(C=CC(=C1)C=1C=NN(C1)C1OCCCC1)C=1N=C2C(=NC1)NC=C2